N-(5-amino-3-(2-aminoundecanamido)pentanamido)-N-methylglycine NCCC(CC(=O)NN(CC(=O)O)C)NC(C(CCCCCCCCC)N)=O